COC(=O)C1=NC(=C(N=C1\C=C\OCC)C)C (E)-3-(2-ethoxyvinyl)-5,6-dimethylpyrazine-2-carboxylic acid methyl ester